C(C)OC(=O)C=1C=NC2=NC(=CC=C2C1O)OC.CC1=CC(=NN1C1CC(CCC1)C(F)(F)F)N1CCNCC1 1-[5-methyl-1-[3-(trifluoromethyl)cyclohexyl]pyrazol-3-yl]piperazine Ethyl-4-hydroxy-7-methoxy-1,8-naphthyridine-3-carboxylate